1-(1-(5-(trifluoromethyl)pyrimidin-2-yl)piperidin-4-yl)-3-hydroxypyrrolidin-2-one FC(C=1C=NC(=NC1)N1CCC(CC1)N1C(C(CC1)O)=O)(F)F